C(C)(C)(C)OC(=O)NC1=CC2=C(CN(C[C@H](O2)CC)C(=O)OCC2=CC=CC=C2)C=C1C benzyl (R)-8-((tert-butoxycarbonyl)amino)-2-ethyl-7-methyl-2,3-dihydrobenzo[f][1,4]oxazepine-4(5H)-carboxylate